NC1=NC(=CC(=N1)N1CCC2(C[C@H](NC2)C(=O)OCCC)CC1)O[C@@H](C(F)(F)F)C1=C(C=C(C=C1)Cl)C1=CC=CC=C1 (S)-propyl 8-(2-amino-6-((R)-1-(5-chloro-[1,1'-biphenyl]-2-yl)-2,2,2-trifluoroethoxy)pyrimidin-4-yl)-2,8-diazaspiro[4.5]decane-3-carboxylate